FC(CN(C1=NC=2N(C3=CC=CC(=C13)F)C(=NN2)C)C2=C(C(=NC=C2)C#CC2(CC2)C(F)F)F)F N-(2,2-difluoroethyl)-N-[2-[2-[1-(difluoromethyl)cyclopropyl]ethynyl]-3-fluoro-4-pyridyl]-6-fluoro-1-methyl-[1,2,4]triazolo[4,3-a]quinazolin-5-amine